C[SiH](O[Si](CC[Si](OC)(OC)OC)(C)C)C tetramethyl-1-(2-(trimethoxysilyl)ethyl)disiloxane